CC=1N=C(SC1S(=O)(=O)N1CCN(CC1)C[C@H](C)NC1=NC=NC2=C(C=CC=C12)C=1C(=NC=CC1)C)NC(OC)=O methyl N-[4-methyl-5-({4-[(2S)-2-{[8-(2-methylpyridin-3-yl)quinazolin-4-yl]amino}propyl]piperazin-1-yl}sulfonyl)-1,3-thiazol-2-yl]carbamate